7-(7-fluoro-3-(methoxymethoxy)-8-((triisopropylsilyl)ethynyl)naphthalen-1-yl)-5-methoxy-2-(methylthio)pyrido[4,3-d]pyrimidin-4-ol FC1=CC=C2C=C(C=C(C2=C1C#C[Si](C(C)C)(C(C)C)C(C)C)C1=CC=2N=C(N=C(C2C(=N1)OC)O)SC)OCOC